dioxaneON O1C(COCC1)=O